ClC1=C(C=C(C=C1)NC(C1=CC=C(C=C1)C)=O)NC(=O)C1=CN=CN1C N-{2-chloro-5-[(4-methylbenzoyl)amino]phenyl}-1-methyl-1H-imidazole-5-carboxamide